C1=C(C=CC2=CC=C(C=C12)C(=O)Cl)C(=O)Cl naphthalene-2,7-dicarbonyl dichloride